BrC=1C=CC(=NC1)C=1C=NN(C1)CCCNC(OC(C)(C)C)=O tert-butyl (3-(4-(5-bromopyridin-2-yl)-1H-pyrazol-1-yl)propyl)carbamate